(S)-6-(4-methoxy-2-((1-(oxetan-3-yl)ethyl)amino)pyrrolo[2,1-f][1,2,4]triazin-5-yl)-N-methylimidazo[1,2-a]pyridine-3-carboxamide COC1=NC(=NN2C1=C(C=C2)C=2C=CC=1N(C2)C(=CN1)C(=O)NC)N[C@@H](C)C1COC1